(R)-((1-(2-bromo-5-methylisonicotinyl)-5,5-difluoropiperidin-2-yl)methyl)carbamic acid tert-butyl ester C(C)(C)(C)OC(NC[C@@H]1N(CC(CC1)(F)F)CC1=CC(=NC=C1C)Br)=O